CC1=NC(=CC=C1NC(=O)[C@@H]1[C@H](CCCC1)C(=O)O)C1=C(C(=NO1)C)NC(=O)O[C@H](C)C1=CC=CC=C1 (1S,2S)-2-((2-methyl-6-(3-methyl-4-((((R)-1-phenylethoxy)carbonyl)amino)isoxazol-5-yl)pyridin-3-yl)carbamoyl)cyclohexane-1-carboxylic acid